N1=C(C=CC=C1)C=O pyridine-2-aldehyde